FC=1C=C(C=CC1)C(C1C2N(C(C=3N1N=CC(C3O)=O)=O)CCC2)C2=CC(=CC=C2)F 10-(bis(3-fluorophenyl)methyl)-4-hydroxy-8,9,9a,10-tetrahydro-7H-pyrrolo[1',2':4,5]pyrazino[1,2-b]pyridazine-3,5-dione